Methyl (2S)-2-amino-4-(5-nitro-1-phenyl-benzimidazol-2-yl)butanoate N[C@H](C(=O)OC)CCC1=NC2=C(N1C1=CC=CC=C1)C=CC(=C2)[N+](=O)[O-]